N-(3-hydroxypropyl)-N,1-dimethyl-1H-pyrazole-5-carboxamide OCCCN(C(=O)C1=CC=NN1C)C